C1(=CC=CC=C1)P(C1=C(C2=CC=CC=C2C=C1)C1=C(C=CC2=CC=CC=C12)P(C1=CC=CC=C1)C1=CC=CC=C1)C1=CC=CC=C1 (S)-(2,2'-bis(diphenylphosphino)-1,1'-binaphthyl)